Cl.C(C=C)OC(C[C@@H](C(=O)NCCC1=CC(=NO1)C)N)=O (S)-3-amino-4-((2-(3-methylisoxazol-5-yl)ethyl)amino)-4-oxobutanoic acid allyl ester hydrochloride